N-(3-(4-amino-7-(cis-3-(pyrrolidin-1-ylmethyl)cyclobutyl)-7H-pyrrolo[2,3-d]pyrimidin-5-yl)benzyl)methanesulfonamide NC=1C2=C(N=CN1)N(C=C2C=2C=C(CNS(=O)(=O)C)C=CC2)[C@@H]2C[C@@H](C2)CN2CCCC2